ClC1=C(C(=C(C=C1OC)OC)Cl)NC1=NC=CC=C1C1=NC(=NC=N1)NC1=C(C=C(C=C1)N1CCN(CC1)C)OC (2-((2,6-dichloro-3,5-dimethoxyphenyl)amino)pyridin-3-yl)-N-(2-methoxy-4-(4-methylpiperazin-1-yl)phenyl)-1,3,5-triazin-2-amine